S(=O)(=O)(OCC1OCCC1)OCC1OCCC1 Bis((tetrahydrofuran-2-yl) methyl) sulfate